ethyl 4-(3-fluoropropyl)-1,2,5-oxadiazole-3-carboxylate FCCCC=1C(=NON1)C(=O)OCC